(3-bromophenyl)methan-d2-ol BrC=1C=C(C=CC1)C(O)([2H])[2H]